zirconium isostearate butoxide [O-]CCCC.C(CCCCCCCCCCCCCCC(C)C)(=O)[O-].[Zr+2]